CC1(CCN(CC1)C=1OC2=C(C=C(C=C2C(C1)=O)C)[C@@H](C)NC1=C(C(C(=O)O)=CC=C1)C(=O)O)C (R)-3-((1-(2-(4,4-dimethylpiperidin-1-yl)-6-methyl-4-oxo-4H-chromen-8-yl)ethyl)amino)phthalic acid